C(CCC)NP(N)(N)=S N-butylphosphorothioic triamide